O1CCN[C@@H](CC1)C=1C=2N(C=CC1)C(=C(N2)C#CCNC2=C(C=C(C=C2)S(=O)(=O)C)OC)CC(F)(F)F (S)-N-(3-(8-(1,4-oxazepan-5-yl)-3-(2,2,2-trifluoroethyl)imidazo[1,2-a]pyridin-2-yl)prop-2-yn-1-yl)-2-methoxy-4-(methylsulfonyl)aniline